(rac)-2-[6-amino-5-(trifluoromethoxy)pyridin-3-yl]-N-[2-(4-fluorophenyl)propan-2-yl]-6,7-dihydrospiro[pyrazolo[5,1-c][1,4]oxazine-4,3'-pyrrolidine]-1'-carboxamide NC1=C(C=C(C=N1)C1=NN2C(=C1)[C@@]1(CN(CC1)C(=O)NC(C)(C)C1=CC=C(C=C1)F)OCC2)OC(F)(F)F |r|